COC1=CC=C(C(=O)NC2=CN(C(C=C2)=O)C2=CC=CC=C2)C=C1 4-methoxy-N-(6-oxo-1-phenyl-1,6-dihydropyridin-3-yl)benzamide